CN(S(=O)(=O)C=1C=C(C=C2C=NNC12)C)CC1=NC2=C(C(N(C=C2)C2CCOCC2)=O)N1 N,5-dimethyl-N-((4-oxo-5-(tetrahydro-2H-pyran-4-yl)-4,5-dihydro-3H-imidazo[4,5-c]pyridin-2-yl)methyl)-1H-indazole-7-sulfonamide